(R)-2-methyl-3-(1-((4-methyl-7-(6-oxa-2-azaspiro[3.4]octan-2-yl)phthalazin-1-yl)amino)ethyl)benzonitrile Hydrochloride salt Cl.CC1=C(C#N)C=CC=C1[C@@H](C)NC1=NN=C(C2=CC=C(C=C12)N1CC2(C1)COCC2)C